(E)-2-cyano-3-(1-(naphthalen-2-yl)-1H-indol-3-yl)acrylic acid C(#N)/C(/C(=O)O)=C\C1=CN(C2=CC=CC=C12)C1=CC2=CC=CC=C2C=C1